CC=1C(=C(C=CC1)C=1C(=NC2=CC=CC=C2C1)C(C)C)C.CC=1C(=C(C=CC1)C=1C(=NC2=CC=CC=C2C1)C(C)C)C.[Ir+3] iridium(III) bis[(dimethylphenyl)isopropylquinoline]